N1CC(C1)CNC(=O)NC1=CC=C2C(=N1)NC=C2C2=C(C=CC=C2OC)OC 1-(azetidin-3-ylmethyl)-3-(3-(2,6-dimethoxyphenyl)-1H-pyrrolo[2,3-b]pyridin-6-yl)urea